2-methyloxetan-3-yl trifluoromethanesulfonate FC(S(=O)(=O)OC1C(OC1)C)(F)F